Cl.FC1(CNCCC1N1N=NN=C1)F 3,3-difluoro-4-(1H-tetrazol-1-yl)piperidine hydrochloride